Methylenephosphorus dichloride C=[P](Cl)Cl